CC1=C(C(=O)NC2(CC2)C2=C3C=CC(=NC3=CC(=C2)CCC(F)(F)F)C)C=C(C=C1)OC[C@H]1N(CC1)C (S)-2-Methyl-N-(1-(2-methyl-7-(3,3,3-trifluoropropyl)quinolin-5-yl)cyclopropyl)-5-((1-methylazetidin-2-yl)methoxy)benzamide